Methyl ((9,10-dihydroanthracen-9-yl)methyl)carbamate C1=CC=CC=2CC3=CC=CC=C3C(C12)CNC(OC)=O